[Au+3].[F-].[F-].[F-] fluorid gold